ClCC(=C)O 3-chloro-2-hydroxypropaneN